2,3-pyrrolidinedione N1C(C(CC1)=O)=O